NC1C2=CC=CC=C2CC12CCN(CC2)[C@]2(CC1=C(OCCO1)C=C2)C(=C)C2=NNCC2 (S)-6-(1-amino-1,3-dihydrospiro[indene-2,4'-piperidine]-1'-yl)-3-(1-(2,3-dihydrobenzo[b][1,4]dioxin-6-yl)vinyl)-1,5-dihydro-4H-pyrazole